[OH-].C(CCCCCCCCCCC)[N+](CCCS(=O)(=O)O)(C)C Dodecyldimethyl-(3-sulfopropyl)ammonium hydroxide